O[C@@H]1C[C@@H]([C@@H](C1)C(=O)O)C |r| (±)-(1R*,2S*,4R*)-4-hydroxy-2-methylcyclopentane-1-carboxylic acid